N1=CN=C(C2=C1NC=C2)C=2C=NN(C2)C2(CN(C2)S(=O)CC)CC#N 2-(3-(4-(7H-pyrrolo[2,3-d]pyrimidine-4-yl)-1H-pyrazole-1-yl)-1-(ethylsulfinyl)azetidin-3-yl)acetonitrile